trifluorophenyl-boric acid FC1=C(C(=C(C=C1)OB(O)O)F)F